FC=1C(=CC(=NC1)OC)C1=CC(=NN1COCC[Si](C)(C)C)C(=O)N1C2(CCC2)CC(CC1)C(=O)NC1CCC(CC1)(C(F)(F)F)O 5-[5-(5-fluoro-2-methoxypyridin-4-yl)-1-{[2-(trimethylsilyl)ethoxy]methyl}pyrazole-3-carbonyl]-N-[(1r,4r)-4-hydroxy-4-(trifluoromethyl)cyclohexyl]-5-azaspiro[3.5]nonane-8-carboxamide